tert-Butyl 2-[[(2S)-2-[ethyl-[(2S)-1-[(2S)-2-(methylamino)propanoyl]azetidine-2-carbonyl]amino]-3-(p-tolyl)propanoyl]-methyl-amino]acetate C(C)N([C@H](C(=O)N(CC(=O)OC(C)(C)C)C)CC1=CC=C(C=C1)C)C(=O)[C@H]1N(CC1)C([C@H](C)NC)=O